ClC1=CC=C2C(=CNC2=C1)S(=O)(=O)NC1=C(C=C(C(=C1)F)OCC#N)F 6-chloro-N-[4-(cyanomethoxy)-2,5-difluorophenyl]-1H-indole-3-sulfonamide